1,5-bis(imidazol-1-yl)pentane N1(C=NC=C1)CCCCCN1C=NC=C1